(9aR,10S)-10-((R)-(2,3-difluorophenyl)(phenyl)methyl)-3,5-dioxo-3,5,8,9,9a,10-hexahydro-7H-pyrrolo[1',2':4,5]pyrazino[1,2-b]pyridazin-4-yl piperidine-1-carboxylate N1(CCCCC1)C(=O)OC1=C2N(N=CC1=O)[C@H]([C@@H]1N(C2=O)CCC1)[C@H](C1=CC=CC=C1)C1=C(C(=CC=C1)F)F